CC(C)(C)N1C(=O)C(=C(C=N1)Cl)Cl 2-(tert-butyl)-4,5-dichloro-2-hydropyridazin-3-one